ClC=1N=CC(=NC1)C(=O)NC=1SC(=C(N1)C1=CC(=C(C=C1)OCC)C(F)(F)F)CN1[C@@H](CCC1)C 5-chloro-N-(4-[4-ethoxy-3-(trifluoromethyl)phenyl]-5-{[(2R)-2-methylpyrrolidin-1-yl]methyl}-1,3-thiazol-2-yl)pyrazine-2-carboxamide